5,6-dihydroxyisobenzofuran-1,3-dione OC=1C=C2C(OC(C2=CC1O)=O)=O